(R)-1-(8,9-difluoro-6-oxo-1,2,3,4,5,6-hexahydrobenzo[c][1,7]naphthyridin-1-yl)-3-(3-(difluoromethyl)-4-fluorophenyl)-1-methylurea FC=1C(=CC2=C(C(NC=3CNC[C@@H](C23)N(C(=O)NC2=CC(=C(C=C2)F)C(F)F)C)=O)C1)F